O1CCN(CC1)C=1C2=C(N=CN1)NC(=C2)C2=CC=C(C=C2)NS(=O)(=O)C2CCN(CC2)C2CCNCC2 N-(4-(4-morpholino-7H-pyrrolo[2,3-d]pyrimidin-6-yl)phenyl)-[1,4'-bipiperidine]-4-sulfonamide